[Na+].C(C(O)C(O)C(=O)[O-])(=O)[O-].[Na+] tartaric acid, sodium salt